COC1=CC=CC2=C1S(CC1=C2N(N=C1C(=O)OCC)C1=CC=C(C=C1)CN1CCOCC1)(=O)=O Ethyl 6-methoxy-1-(4-(morpholinomethyl)phenyl)-1,4-dihydrothiochromeno[4,3-c]pyrazole-3-carboxylate 5,5-dioxide